(2-(methoxy-d3)pyridin-4-yl)boronic acid C(OC1=NC=CC(=C1)B(O)O)([2H])([2H])[2H]